r-acetyl-5,5-dimethyl-4-oxospiro[cyclohexane-1,3'-indolin] C(C)(=O)N1C[C@]2(C3=CC=CC=C13)CCC(C(C2)(C)C)=O